N-((4,5-dimethyl-1H-pyrazol-1-yl)methyl)carboxamide CC=1C=NN(C1C)CNC=O